[Li+].C(C)(=O)NC=1N=C2N(N=C(C=C2)C=2C=NC=C(C(=O)[O-])C2)C1 5-(2-acetamidoimidazo[1,2-b]pyridazin-6-yl)nicotinic acid, lithium salt